Tert-butyl 4-(6-(((3-(3,6-dihydro-2H-pyran-4-yl)-1-((2-(trimethylsilyl)ethoxy)methyl)-1H-pyrrolo[2,3-b]pyridin-4-yl)amino)methyl)pyridin-2-yl)-2,2-dimethylpiperazine-1-carboxylate O1CCC(=CC1)C1=CN(C2=NC=CC(=C21)NCC2=CC=CC(=N2)N2CC(N(CC2)C(=O)OC(C)(C)C)(C)C)COCC[Si](C)(C)C